tert-Butyl-2-cyano-4-(2-(1-ethyl-3-(trifluoromethyl)-1H-pyrazol-4-yl)thiophen-3-yl)-4,7-dihydrothieno[2,3-c]pyridine-6(5H)-carboxylate C(C)(C)(C)OC(=O)N1CC2=C(C(C1)C1=C(SC=C1)C=1C(=NN(C1)CC)C(F)(F)F)C=C(S2)C#N